2-((4S)-6-(4-chlorophenyl)-1-methyl-4H-benzo[f][1,2,4]triazolo[4,3-a][1,4]diazepin-4-yl)acetic acid ClC1=CC=C(C=C1)C1=N[C@H](C=2N(C3=C1C=CC=C3)C(=NN2)C)CC(=O)O